C(N(CP(=O)(O)O)CP(=O)(O)O)P(=O)(O)O Nitrilotrimethylenephosphonic acid